6-chloro-3H-isobenzofuran-1-one hydrochloride Cl.ClC1=CC=C2COC(C2=C1)=O